(E)-benzyltrifluoroacetamide C(C1=CC=CC=C1)NC(C(F)(F)F)=O